methyl 3-(9-((4-(((tert-butoxycarbonyl)amino)methyl)phenyl)carbamoyl)-4,5-dihydrobenzo[b]thieno[2,3-d]oxepin-8-yl)-6-((tetrahydro-2H-pyran-4-yl)carbamoyl)picolinate C(C)(C)(C)OC(=O)NCC1=CC=C(C=C1)NC(=O)C1=CC2=C(OCCC3=C2SC=C3)C=C1C=1C(=NC(=CC1)C(NC1CCOCC1)=O)C(=O)OC